C(C)(=O)OCC#CCOC(C)=O 2-butyne-1,4-diyl diacetate